OC1(CC(C1)C(=O)N1CC2(C1)CCC(CC2)OC2=NC=C(C=C2)C(F)(F)F)C ((1s,3s)-3-Hydroxy-3-methylcyclobutyl)(7-((5-(trifluoromethyl)pyridin-2-yl)oxy)-2-azaspiro[3.5]nonan-2-yl)methanone